CN(C=1C=CC2=CC3=CC=C(C=C3N=C2C1)N(C)C)C N,N,N',N'-Tetramethylacridin-3,6-diamin